C(C=1C(C(=O)[O-])=CC=CC1)(=O)[O-].[Mg+2].[K+] monopotassium magnesium phthalate